1-tert-butyl-3-(4-ethanesulfonamidophenyl)-5-[(6-methylpyrazin-2-yl)amino]-1H-pyrazole-4-carboxamide C(C)(C)(C)N1N=C(C(=C1NC1=NC(=CN=C1)C)C(=O)N)C1=CC=C(C=C1)NS(=O)(=O)CC